(1r,4r)-4-((5-(2-(2-aminopyridin-3-yl)-5-(4-fluorophenyl)-3H-imidazo[4,5-b]pyridin-3-yl)pyridin-2-yl)carbamoyl)cyclohexane-1-carboxylic acid NC1=NC=CC=C1C1=NC=2C(=NC(=CC2)C2=CC=C(C=C2)F)N1C=1C=CC(=NC1)NC(=O)C1CCC(CC1)C(=O)O